5-Bromo-3-iodo-6-methyl-1-trityl-1H-indazole BrC=1C=C2C(=NN(C2=CC1C)C(C1=CC=CC=C1)(C1=CC=CC=C1)C1=CC=CC=C1)I